tert-butyl-((6-(1-methyl-1H-pyrazol-4-yl) pyrazolo[1,5-a]pyrazin-4-yl) thio) azepan-1-carboxylate N1(CCCCCC1)C(=O)OSC=1C=2N(C=C(N1)C=1C=NN(C1)C)N=C(C2)C(C)(C)C